5-(4-(3-ethyl-2,4-dioxo-1,2,3,4-tetrahydrothieno[3,2-d]pyrimidine-6-carbonyl)piperazin-1-yl)-N-methylpicolinamide C(C)N1C(NC2=C(C1=O)SC(=C2)C(=O)N2CCN(CC2)C=2C=CC(=NC2)C(=O)NC)=O